N-(6-(furan-3-yl)-2-(3-hydroxy-3-methylbutyl)-2H-indazol-5-yl)-2-(4-(trifluoromethyl)phenyl)thiazole-4-carboxamide O1C=C(C=C1)C=1C(=CC2=CN(N=C2C1)CCC(C)(C)O)NC(=O)C=1N=C(SC1)C1=CC=C(C=C1)C(F)(F)F